ClC=1C(=CC=C2N=CC(=NC12)C=1C=NN(C1)CC1CC(C1)(O)C)OC=1C=CC2=C(NC(=N2)C)C1F (1r,3r)-3-((4-(8-chloro-7-((7-fluoro-2-methyl-1H-benzo[d]imidazol-6-yl)oxy)quinoxalin-2-yl)-1H-pyrazol-1-yl)methyl)-1-methylcyclobutanol